FC(C=C)C1=CC(=NC=C1)N1N=CC(=C1)S(=O)(=O)NC=1C(=CC=C2C=NN(C12)C)OC 1-[4-(1-fluoroprop-2-en-1-yl)pyridin-2-yl]-N-(6-methoxy-1-methylindazol-7-yl)pyrazole-4-sulfonamide